F[C@H]1CN(CC[C@H]1NC1=C2C=C(N(C2=CC=C1)CC(F)(F)F)C1=NN=C(S1)CNC(OCC1=CC=CC=C1)=O)C benzyl ((5-(4-(((3S,4R)-3-fluoro-1-methylpiperidin-4-yl)amino)-1-(2,2,2-trifluoroethyl)-1H-indol-2-yl)-1,3,4-thiadiazol-2-yl)methyl)carbamate